NCC(=O)NCCCC1=C2C(=NC=3C=C(C(=CC13)C)F)C1=CC3=C(C(N1C2)=O)COC([C@]3(O)CC)=O (S)-2-amino-N-(3-(4-ethyl-8-fluoro-4-hydroxy-9-methyl-3,14-dioxo-3,4,12,14-tetrahydro-1H-pyrano[3',4':6,7]indolizino[1,2-B]quinolin-11-yl)propyl)acetamide